1-(4-acetylphenyl)-3-(phenylcarbamoyl)urea C(C)(=O)C1=CC=C(C=C1)NC(=O)NC(NC1=CC=CC=C1)=O